7-bromo-N-[(1S)-2-[[(1S)-1-cyano-2-[(3S)-2-oxo-3-piperidyl]ethyl]amino]-1-(cyclopropylmethyl)-2-oxo-ethyl]-4-methoxy-1H-indole-2-carboxamide BrC=1C=CC(=C2C=C(NC12)C(=O)N[C@H](C(=O)N[C@@H](C[C@H]1C(NCCC1)=O)C#N)CC1CC1)OC